5-((4-((2-Amino-4-phenylthiazol-5-yl)oxy)pyridin-2-yl)amino)pyridinecarboxamide NC=1SC(=C(N1)C1=CC=CC=C1)OC1=CC(=NC=C1)NC=1C=CC(=NC1)C(=O)N